(2-(methylthio)phenyl)propionic acid ethyl ester C(C)OC(C(C)C1=C(C=CC=C1)SC)=O